tert-butyl (6R)-6-[2-(4-{3-[(3-fluoro-2-methoxyphenyl)amino]-4-oxo-1H,5H,6H,7H-pyrrolo[3,2-c]pyridin-2-yl}pyridin-3-yl)ethynyl]-5-azaspiro[2.4]heptane-5-carboxylate FC=1C(=C(C=CC1)NC1=C(NC2=C1C(NCC2)=O)C2=C(C=NC=C2)C#C[C@@H]2N(CC1(CC1)C2)C(=O)OC(C)(C)C)OC